P(O)(=O)(OP(=O)(O)OP(=O)(O)O)OC[C@@H]1[C@H](C[C@@H](O1)N1C(=O)N=C(N)C=C1CC=CN)O 6-Aminoallyl-2'-Deoxycytidin-5'-Triphosphat